C12(CC3CC(CC(C1)C3)C2)C=2C=C(C=CC2OC)N2CCCC3=CC=CC=C23 1-[3-(1-adamantyl)-4-methoxy-phenyl]-3,4-dihydro-2H-quinoline